(R)-3-hydroxybutyrate potassium [K+].O[C@@H](CC(=O)[O-])C